COC1=C(C=NC=C1)C1=CC2=C(C(=N1)C)C=NN2C2=NC(=CC(=C2)N2[C@@H]([C@H](C2)CS(=O)(=O)C)C)C2=CC=C(C=C2)C(F)(F)F 6-(4-methoxypyridin-3-yl)-4-methyl-1-(4-((2R,3S)-2-methyl-3-((methylsulfonyl)methyl)azetidin-1-yl)-6-(4-(trifluoromethyl)phenyl)pyridin-2-yl)-1H-pyrazolo[4,3-c]pyridine